FC=1C=C2C(C(=CN(C2=NC1N1CC(C1)O)C=1SC=CN1)C(=O)O)=O 6-fluoro-7-(3-hydroxyazetidin-1-yl)-4-oxo-1-(1,3-thiazol-2-yl)-1,4-dihydro-1,8-naphthyridine-3-carboxylic acid